methyl 2-(3-(((4-(2-(2-aminopyridin-3-yl)-5-phenyl-3H-imidazo[4,5-b]pyridin-3-yl)benzyl)amino)methyl)phenyl)acetate NC1=NC=CC=C1C1=NC=2C(=NC(=CC2)C2=CC=CC=C2)N1C1=CC=C(CNCC=2C=C(C=CC2)CC(=O)OC)C=C1